17-(2H-Tetrazol-5-yl)heptadecanoic acid N=1NN=NC1CCCCCCCCCCCCCCCCC(=O)O